CC1=CC=C(C=C1)S(=O)(=O)OCCCOCC1=CC=CC=C1 3-(benzyloxy)propyl 4-methylbenzene-1-sulfonate